4-(4'-(thiazol-2-yl)-[1,1'-biphenyl]-4-yl)-1H-1,2,3-triazole-5-carboxylic acid S1C(=NC=C1)C1=CC=C(C=C1)C1=CC=C(C=C1)C=1N=NNC1C(=O)O